C(CC(C(=O)[O-])CCCCN)C(C(=O)[O-])CCCCN ethane-1,2-diylbis(6-aminocaproate)